CN1C(=NC2=C1C=C(C=C2C)C2CCN(CC2)C2CCN(CC2)C2=CC=CC=C2)C2=CC=C(C=C2)S(=O)(=O)C 1,4-dimethyl-2-(4-(methylsulfonyl)phenyl)-6-(1'-phenyl-[1,4'-bipiperidin]-4-yl)-1H-benzo[d]imidazole